[N+](=O)([O-])C1=CC=C(OP(=O)(OC2=CC=CC=C2)N[C@@H](C)C(=O)O[C@H]2CN(CC2)C)C=C1 (R)-1-methylpyrrolidin-3-yl ((4-nitrophenoxy)(phenoxy) phosphoryl)-L-alaninate